FC1=C(C=CC(=C1)[N+](=O)[O-])N(C1CC(C1)C(=O)OC)C methyl 3-((2-fluoro-4-nitrophenyl)(methyl)amino)cyclobutane-1-carboxylate